2-(2-(2-acetyl-5-methoxyphenoxy)ethyl)-3-(3,4,5-trimethoxyphenyl)acrylamide C(C)(=O)C1=C(OCCC(C(=O)N)=CC2=CC(=C(C(=C2)OC)OC)OC)C=C(C=C1)OC